COC1=C(CN(C(CC2=CC=CC=C2)=O)CC2=C(N=NN2C)C2=CC=C(C=C2)OCOC)C=CC(=C1)OC N-(2,4-Dimethoxybenzyl)-N-((4-(4-(methoxymethoxy)phenyl)-1-methyl-1H-1,2,3-triazol-5-yl)methyl)-2-phenylacetamide